NC1=C(C(=NN1C(C)C)C1=CC=C(C=N1)C(C(=O)NC1=NOC(=C1)C(C)(CC(F)(F)F)C)=C)C#N 2-[6-(5-Amino-4-cyano-1-isopropylpyrazol-3-yl)pyridin-3-yl]-N-[5-(4,4,4-trifluoro-2-methylbutan-2-yl)-1,2-oxazol-3-yl]propenamide